NCC1=CC=C(C=C1)N(CC)CC (4-aminomethylphenyl)diethylamine